NC1=NC=CC(=C1Cl)C=1C=2N(C(=NC1)N1CCC3([C@@H]([C@@H](OC3)C)N)CC1)C=CN2 (3S,4S)-8-[8-(2-amino-3-chloropyridin-4-yl)imidazo[1,2-c]pyrimidin-5-yl]-3-methyl-2-oxa-8-azaspiro[4.5]decan-4-amine